1-((2-methoxyethoxy)methyl)-3-azabicyclo[3.2.1]octane COCCOCC12CNCC(CC1)C2